1-(4-nitrophenyl)-3-(phenylamino)propan-2-ol [N+](=O)([O-])C1=CC=C(C=C1)CC(CNC1=CC=CC=C1)O